6-chloro-9-cyclopropylmethyl-8-(2,6-dichloro-pyridin-3-yl)-pyrido[3,4-b]indole trifluoroacetic acid salt FC(C(=O)O)(F)F.ClC=1C=C2C3=C(N(C2=C(C1)C=1C(=NC(=CC1)Cl)Cl)CC1CC1)C=NC=C3